1-(1-Isopropyl-6-(2,9-diazaspiro[5.5]undecane-9-carbonyl)-1H-indol-4-yl)dihydropyrimidine-2,4(1H,3H)-dione C(C)(C)N1C=CC2=C(C=C(C=C12)C(=O)N1CCC2(CCCNC2)CC1)N1C(NC(CC1)=O)=O